N(C1=CC=CC=C1)C1=C(NC2=C1C(N(CC2)C)=O)C2=CC(=NC=C2)NC(CC2=CC=C(C=C2)C(=O)N2CCNCC2)=O N-[4-(3-Anilino-5-methyl-4-oxo-4,5,6,7-tetrahydro-1H-pyrrolo[3,2-c]pyridin-2-yl)pyridin-2-yl]-2-[4-(piperazin-1-carbonyl)phenyl]acetamid